4-azidobenzoyl chloride N(=[N+]=[N-])C1=CC=C(C(=O)Cl)C=C1